4-methoxy-d3-aniline C(OC1=CC=C(N)C=C1)([2H])([2H])[2H]